1-[3-(triethoxysilyl)propyl]-1H-pyrrole C(C)O[Si](CCCN1C=CC=C1)(OCC)OCC